N1[C@H](CCC1)C(=O)OC(C)(C)C tert-butyl (2R)-pyrrolidine-2-carboxylate